N1N=CC=2C1=NC=CC2CN2N=CC1=C(C2=O)N(C2=C1C=NN(C2=O)CC2=C(C=CC=C2)F)C 3-((1H-pyrazolo[3,4-b]pyridin-4-yl)methyl)-7-(2-fluorobenzyl)-5-methyl-5,7-dihydro-3H-pyrrolo[2,3-d:4,5-d']dipyridazine-4,6-dione